2-[5-ethylsulfonyl-6-[3-methyl-6-(trifluoromethyl)imidazo[4,5-c]pyridin-2-yl]-3-pyridinyl]acetonitrile C(C)S(=O)(=O)C=1C=C(C=NC1C1=NC2=C(C=NC(=C2)C(F)(F)F)N1C)CC#N